3-chloro-N-(2-(dimethylamino)-1-(3-(trifluoromethyl)phenyl)ethyl)-4-(trifluoromethoxy)benzenesulfonamide ClC=1C=C(C=CC1OC(F)(F)F)S(=O)(=O)NC(CN(C)C)C1=CC(=CC=C1)C(F)(F)F